O1CCC(CC1)C1=CC=2C(=NC=C(C2)C=2C=C(SC2)C(=O)NCC(F)(F)F)N1 4-(2-(tetrahydro-2H-pyran-4-yl)-1H-pyrrolo[2,3-b]pyridin-5-yl)-N-(2,2,2-trifluoroethyl)thiophene-2-carboxamide